C(C)(C)(C)OC(=O)N1CC(/C(/CC1)=C/F)(C(=O)O)C (E)-4-(fluoromethylene)-3-methylpiperidin-1,3-dicarboxylic acid-1-tert-butyl ester